3-[2-(4-chlorophenyl)-1,3-thiazol-4-yl]-1-(5-methylfuran-2-yl)prop-2-en-1-one ClC1=CC=C(C=C1)C=1SC=C(N1)C=CC(=O)C=1OC(=CC1)C